CCC(COC(=O)CCN1CC1C)(COC(=O)CCN2CC2C)COC(=O)CCN3CC3C Trimethylolpropane tris(2-methyl-1-aziridinepropionate)